(E)-1-(6-((6-amino-5-(4-phenoxyphenyl)pyrimidin-4-yl)oxy)-2-azaspiro[3.3]heptan-2-yl)-4-(3-fluoroazetidin-1-yl)but-2-en-1-one NC1=C(C(=NC=N1)OC1CC2(CN(C2)C(\C=C\CN2CC(C2)F)=O)C1)C1=CC=C(C=C1)OC1=CC=CC=C1